C(C1=CC=CC=C1)(=O)O.NC(CNC(O)=O)CC1=CC=CC=C1.N(=[N+]=[N-])CCCCCCCOC1(C2C(N(C(C2=CC=C1[2H])=O)C1C(NC(CC1)=O)=O)=O)[2H] 4-((7-azidoheptyl)oxy)-2-(2,6-dioxopiperidin-3-yl)isoindoline-1,3-dione-4,5-d 2-amino-3-phenylpropyl-carbamate benzoate salt